COC(=O)C=1CN([C@@H](CC1C1=CC=C(C=C1)OC)C)C(=O)OC(C)(C)C |r| (+/-)-4-(4-methoxyphenyl)-6-methyl-5,6-dihydropyridine-1,3(2H)-dicarboxylic acid 1-tert-butyl 3-methyl ester